2-(4-(2-(3,4-dimethoxyphenyl)-3-(2,2,2-trifluoroethyl)-1H-indol-5-yl)piperidin-1-yl)-N-methylethylamine COC=1C=C(C=CC1OC)C=1NC2=CC=C(C=C2C1CC(F)(F)F)C1CCN(CC1)CCNC